4-[3-(4-Thiophen-2-ylphenyl)prop-2-enoyl]benzoic acid S1C(=CC=C1)C1=CC=C(C=C1)C=CC(=O)C1=CC=C(C(=O)O)C=C1